CC1=C(C(NC(=C1)C)=O)CNC(=O)N1C(C=CC2=CC=C(C=C12)C1=C(C(=O)O)C=CC=C1)=O ((((4,6-dimethyl-2-oxo-1,2-dihydropyridin-3-yl)methyl)carbamoyl)-2-oxo-1,2-dihydroquinolin-7-yl)benzoic acid